BrC1=CC(=C2CNC(C2=C1)=O)Cl 6-Bromo-4-chloroisoindolin-1-one